CC(C)=C1CCC(CC1)N1CCC(CC1)N1C(=C(C2=CC=CC=C12)CN1CCCC1)CCO 2-(1-(1-(4-(propan-2-ylidene)cyclohexyl)piperidin-4-yl)-3-(pyrrolidin-1-ylmethyl)-1H-indol-2-yl)ethan-1-ol